(3S,4R)-1-{4-({8-[(2R,3S)-3-[(ethanesulfonyl)meth-yl]-2-methylazetidin-1-yl]-5-(propan-2-yl)-2,6-naphthyridin-3-yl}amino)pyrimidin-2-yl}-3-fluoro-4-methylpiperidin-4-ol C(C)S(=O)(=O)C[C@@H]1[C@H](N(C1)C=1C=NC(=C2C=C(N=CC12)NC1=NC(=NC=C1)N1C[C@@H]([C@@](CC1)(O)C)F)C(C)C)C